C1(CC1)SC1=C(N=C(S1)NC)C 5-(cyclopropylthio)-N,4-dimethylthiazol-2-amine